[Zn+2].[NH+]1=CC=CC=C1 Pyridinium Zinc